FC1(CCN(CC1)C=1N=C(C=C2C1OC=C2)C=2OC(=NN2)C2=C(C=C(C=C2)I)N2CCC1(CC1)CC2)F 7-(4,4-difluoropiperidin-1-yl)-5-(5-(4-iodo-2-(6-azaspiro[2.5]octan-6-yl)phenyl)-1,3,4-oxadiazol-2-yl)furo[2,3-c]pyridine